((S)-2,2-dimethyltetrahydro-2H-pyran-4-yl)-1-(6-(5-oxo-4,5-dihydro-1,2,4-oxadiazol-3-yl)-3-oxabicyclo[3.1.0]hex-6-yl)-1H-indole-2-carboxylic acid CC1(OCC[C@@H](C1)C1=C(N(C2=CC=CC=C12)C1(C2COCC12)C1=NOC(N1)=O)C(=O)O)C